3-((3-((4-(1-(4-(6-hydroxy-2-phenyl-1,2,3,4-tetrahydronaphthalen-1-yl)phenyl)piperidin-4-yl)piperazin-1-yl)methyl)phenyl)amino)piperidine-2,6-dione OC=1C=C2CCC(C(C2=CC1)C1=CC=C(C=C1)N1CCC(CC1)N1CCN(CC1)CC=1C=C(C=CC1)NC1C(NC(CC1)=O)=O)C1=CC=CC=C1